Methyl 7'-chloro-6'-methoxy-3',4'-dihydro-2'H-spiro[1,3-dithiolane-2,1'-naphthalene]-5'-carboxylate ClC=1C(=C(C=2CCCC3(C2C1)SCCS3)C(=O)OC)OC